[(1S)-1-(2-{6-Cyclopropyl-4-[4-fluoro-2-(4-methyl-1,2,4-triazol-3-yl)phenyl]pyridin-2-yl}-7-fluoro-1,3-benzoxazol-5-yl)ethyl][(1-methoxycyclobutyl)methyl]amine C1(CC1)C1=CC(=CC(=N1)C=1OC2=C(N1)C=C(C=C2F)[C@H](C)NCC2(CCC2)OC)C2=C(C=C(C=C2)F)C2=NN=CN2C